(3-ethyl-5-methylisoxazol-4-yl)methanamine C(C)C1=NOC(=C1CN)C